C1(CC1)C=1C(=NON1)C(=O)N[C@@H](CC(C(F)(F)F)(C)C)C1=NC2=C(N1)C=C(C=C2)[C@H](NC(CCC(F)F)=O)C2CC2 4-Cyclopropyl-N-((S)-1-(6-((R)-cyclopropyl(4,4-difluorobutanamido)methyl)-1H-benzo[d]imidazol-2-yl)-4,4,4-trifluoro-3,3-dimethylbutyl)-1,2,5-oxadiazole-3-carboxamide